methyl (S)-(7-((1-((tert-butyldiphenylsilyl)oxy)hexan-3-yl)amino)-1-((6-chloro-4-methoxypyridin-3-yl)methyl)-3-iodo-1H-pyrazolo[4,3-d]pyrimidin-5-yl)carbamate [Si](C1=CC=CC=C1)(C1=CC=CC=C1)(C(C)(C)C)OCC[C@H](CCC)NC=1C2=C(N=C(N1)NC(OC)=O)C(=NN2CC=2C=NC(=CC2OC)Cl)I